C=CCN(CC=C)C1=NC(=NC(=N1)N(CC=C)CC=C)N(CC=C)CC=C N,N,N',N',N'',N''-hexaallyl-1,3,5-triazine-2,4,6-triamine